tert-Butyl N-[3-[(5-formyl-2-thienyl)methyl] phenyl]carbamate C(=O)C1=CC=C(S1)CC=1C=C(C=CC1)NC(OC(C)(C)C)=O